C(C)(C)(CCC)C1=C(C(=O)OO)C=CC=C1.C(C1=CC=CC=C1)(=O)OOC(C)(C)CCC t-hexyl peroxybenzoate (t-Hexyl peroxybenzoate)